C1(=CC=CC=C1)C/C=C/C=O (E)-4-phenylbut-2-enal